BrC1=C(C=C2C(=C(C(N(C2=C1)C)=O)C#N)N1CCC(CC1)C=1OC2=C(N1)C=C(C=C2)C)C 7-bromo-1,6-dimethyl-4-[4-(5-methyl-1,3-benzooxazol-2-yl)piperidin-1-yl]-2-oxo-1,2-dihydroquinoline-3-carbonitrile